5-((2-aminomethyl-3-fluoroallyl)oxy)isoindolin-1-one trifluoroacetate FC(C(=O)O)(F)F.NCC(COC=1C=C2CNC(C2=CC1)=O)=CF